[2,4-dichloro-5-[(2-fluorophenoxy)carbothioylamino]phenyl]boronic acid ClC1=C(C=C(C(=C1)Cl)NC(=S)OC1=C(C=CC=C1)F)B(O)O